ClC=CCl 1,2-dichloro-ethylene